butyl 3-(6-chloro-2'-(methylcarbamoyl)-[2,4'-bipyridin]-4-yl)-4-(oxetan-3-yl)piperazine-1-carboxylate ClC1=CC(=CC(=N1)C1=CC(=NC=C1)C(NC)=O)C1CN(CCN1C1COC1)C(=O)OCCCC